CC(C)C=1SC(=CC1CC(=O)Cl)C(C)C 2-[2,5-bis(propan-2-yl)thiophen-3-yl]Acetyl chloride